Bis(3-aminopropyl)dodecyl-amine NCCCN(CCCCCCCCCCCC)CCCN